CN1CCNC(C2=C1C=CC(=C2)NC2=CN=NC=C2)=O 1-methyl-7-(pyridazin-4-ylamino)-1,2,3,4-tetrahydro-5H-benzo[e][1,4]diazepin-5-one